C(C)OC1=C(OCC2CN(CCO2)C(=O)OCOC(=O)N2CC(OCC2)COC2=C(C=CC=C2)OCC)C=CC=C1 Methylene bis(2-((2-ethoxyphenoxy)methyl)morpholine-4-carboxylate)